(3R,4R)-1-benzyl-3,4-difluoropyrrolidine C(C1=CC=CC=C1)N1C[C@H]([C@@H](C1)F)F